BrC=1C=C(C=CC1)CC(C(=O)O)C1CN(CC1)C(=O)OC(C)(C)C 3-(3-bromophenyl)-2-[1-tert-butoxycarbonylpyrrolidin-3-yl]propionic acid